FC1=C(COC2=CC=CC(=N2)N2CCC(CC2)=CC2=NC=3C(=NC(=CC3)C(=O)O)N2C[C@H]2OCC2)C=CC(=C1)F (S)-2-((1-(6-(2,4-difluorobenzyloxy)pyridin-2-yl)piperidin-4-ylidene)methyl)-3-(oxetan-2-ylmethyl)-3H-imidazo[4,5-b]pyridine-5-carboxylic acid